[Se]1C(CC=C1)=O 2-selenophenone